ClC1=CC(=C(C(=C1)C(C)C)NC(=O)NS(=O)(=O)N1CC(N(C(C1)C)C)C)C(C)C N-((4-Chloro-2,6-diisopropylphenyl)carbamoyl)-3,4,5-trimethylpiperazin-1-sulfonamid